(5-methoxy-6-nitroindol-1-yl)ethan-1-one COC=1C=C2C=CN(C2=CC1[N+](=O)[O-])C(C)=O